C(=O)C1=CC=C(CC23CC(C2)(C3)NC(OC(C)(C)C)=O)C=C1 tert-butyl (3-(4-formylbenzyl)bicyclo[1.1.1]pentan-1-yl)carbamate